dihydro-2-methyl-3(2H)-furanone CC1OCCC1=O